2-(cyclopropylamino)-8-(1-methyl-4-piperidinyl)-6-(5-methyl-4-prop-2-enoyl-2,3-dihydroquinoxalin-1-yl)pyrido[2,3-d]pyrimidin-7-one C1(CC1)NC=1N=CC2=C(N1)N(C(C(=C2)N2CCN(C1=C(C=CC=C21)C)C(C=C)=O)=O)C2CCN(CC2)C